FC1C(C1)NC(=O)OC=1N=CC2=C(C(=C(C=C2C1)C=1N(C=CC1)C)F)N 8-amino-7-fluoro-6-(1-methyl-1H-pyrrole-2-yl)isoquinolin-3-yl 2-fluorocyclopropan-1-carbamate